CN(C1=C(C(=CC=C1)F)CN1N=C(C=C1C1=CC(=CC=C1)OC)CO)C (1-[[2-(dimethylamino)-6-fluorophenyl]methyl]-5-(3-methoxyphenyl)-1H-pyrazol-3-yl)methanol